6-[5-(difluoromethyl)-1,3,4-oxadiazol-2-yl]-2,3-dimethyl-2-(4-methylphenyl)-2,3-dihydro-4H-1,3-benzoxazin-4-one FC(C1=NN=C(O1)C=1C=CC2=C(C(N(C(O2)(C2=CC=C(C=C2)C)C)C)=O)C1)F